COC=1C=C(C=CC1OC)C1=NC2=C(N1C)C=C(C=C2C2CCN(CC2)C2CS(C2)(=O)=O)C2=CC=C(C=C2)N2CCN(CC2)C(C)C 3-(4-(2-(3,4-dimethoxyphenyl)-6-(4-(4-isopropylpiperazin-1-yl)phenyl)-1-methyl-1H-benzo[d]imidazol-4-yl)piperidin-1-yl)thietane 1,1-dioxide